2-(4-((1-(1-(2-aminoethyl)-1H-pyrazole-4-carbonyl)indolin-5-yl)sulfonyl)piperazin-1-yl)-6-methylpyrimidine-4-carbonitrile NCCN1N=CC(=C1)C(=O)N1CCC2=CC(=CC=C12)S(=O)(=O)N1CCN(CC1)C1=NC(=CC(=N1)C#N)C